ClC1=C(C=C(C=C1)Cl)S(=O)(=O)N 2,5-dichlorobenzenesulfonamide